O=C1N(C(C2=C3C(C=CC=C13)=C(C=C2)N2CCCC2)=O)C2=CC=C(C(=O)O)C=C2 4-(1,3-dioxo-6-(pyrrolidine-1-yl)-1H-benzo[de]isoquinoline-2(3H)-yl)benzoic acid